CC1=C(C(=C(C1([Hf]C=1CC=2C=C3C(=CC2C1CCC)C=CC=C3)C)C)C)C pentamethylcyclopentadienyl(1-n-propyl-benz[f]indenyl)hafnium